C(C)(C)(C)C=1N=C(OC1)N1C(O[C@]2(C1)C[C@@](CCC2)(C)CN2C=NC1=C2C=C(C=C1)C#N)=O 1-(((5s,7s)-3-(4-(tert-butyl)oxazol-2-yl)-7-methyl-2-oxo-1-oxa-3-azaspiro[4.5]decan-7-yl)methyl)-1H-benzo[d]imidazole-6-carbonitrile